FC=1C=C2C(=CC=NC2=CC1)C1CCC(CC1)C(C)N1C=NC(=C1)C(=O)OC methyl (1-((1s,4s)-4-(6-fluoroquinolin-4-yl) cyclohexyl) ethyl)-1H-imidazole-4-carboxylate